3,7-Diamino-5-phenylphenazine chloride [Cl-].NC=1C=CC=2NC3=CC=C(C=C3N(C2C1)C1=CC=CC=C1)N